The molecule is a 3-oxo steroid, an oxa-steroid, a 17beta-hydroxy steroid and an anabolic androgenic steroid. It has a role as an androgen and an anabolic agent. C[C@]12CC[C@H]3[C@H]([C@@H]1CC[C@]2(C)O)CC[C@@H]4[C@@]3(COC(=O)C4)C